ClC1=C(COC(=O)N[C@@H](CCCN)C(=O)O)C=CC=C1 N-(2-chlorobenzyloxycarbonyl)-L-ornithine